1-(3-(4-((4-(2-Methoxy-4-(1,4,5-trimethyl-6-oxo-1,6-dihydropyridin-3-yl)benzyl)piperazin-1-yl)methyl)piperidine-1-carbonyl)phenyl)dihydropyrimidine-2,4(1H,3H)-dione COC1=C(CN2CCN(CC2)CC2CCN(CC2)C(=O)C=2C=C(C=CC2)N2C(NC(CC2)=O)=O)C=CC(=C1)C1=CN(C(C(=C1C)C)=O)C